FC=1C=NC(=NC1)[C@H]1[C@@H](CC1)C=1NC(C2=C(N1)N(N=C2C#N)[C@H](C)C2CCOCC2)=O 6-((1R,2R)-2-(5-fluoropyrimidin-2-yl)cyclobutyl)-4-oxo-1-((R)-1-(tetrahydro-2H-pyran-4-yl)ethyl)-4,5-dihydro-1H-pyrazolo[3,4-d]pyrimidine-3-carbonitrile